(2S)-1-[(1S)-1-[bis(1,1-dimethylethyl)phosphino]ethyl]-2-[bis[4-(trifluoromethyl)phenyl]phosphino]ferrocene CC(C)(C)P([C@@H](C)[C-]1C(=CC=C1)P(C1=CC=C(C=C1)C(F)(F)F)C1=CC=C(C=C1)C(F)(F)F)C(C)(C)C.[CH-]1C=CC=C1.[Fe+2]